(R)-tert-butyl-(1-(4-((3-carbamoyl-1-(2,6-dichlorophenyl)-1H-pyrazol-4-yl)amino)benzoyl)pyrrolidin-3-yl)carbamate C(C)(C)(C)OC(N[C@H]1CN(CC1)C(C1=CC=C(C=C1)NC=1C(=NN(C1)C1=C(C=CC=C1Cl)Cl)C(N)=O)=O)=O